(R)-N-(2,2,2-trifluoro-1-(4-fluorophenyl)ethyl)imidazo[1,2-a]pyridine-3-sulfonamide FC([C@@H](C1=CC=C(C=C1)F)NS(=O)(=O)C1=CN=C2N1C=CC=C2)(F)F